9-(1-((6-Chloro-2-(1-methyl-1H-1,2,4-triazol-3-yl)pyridin-3-yl)amino)ethyl)-3-(1-hydroxyethyl)-4,7-dimethylimidazo[1,5-a]quinazolin-5(4H)-one ClC1=CC=C(C(=N1)C1=NN(C=N1)C)NC(C)C=1C=C(C=C2C(N(C=3N(C12)C=NC3C(C)O)C)=O)C